NC1=C(SC2=NC(=CC=C21)C)C(=O)N[C@H]2COC1=CC(=CC=C1C2)N2C[C@H]1CNC[C@@H]1C2 3-amino-N-((R)-7-((3aR,6aR)-hexahydropyrrolo[3,4-c]pyrrol-2(1H)-yl)chroman-3-yl)-6-methylthieno[2,3-b]pyridine-2-carboxamide